1-(5-(1H-1,2,4-triazol-3-yl)pyridin-2-yl-1H-pyrrolo[2,3-b]pyridin-5-yl)(4,4-difluoropiperidin-1-yl)methanone N1N=C(N=C1)C=1C=CC(=NC1)N1C=CC=2C1=NC=C(C2)C(=O)N2CCC(CC2)(F)F